[Na+].[N+](=O)([O-])C1=CC=C(C=C1)[N+]=1NN=NC1 (4-nitrophenyl)tetrazolium sodium salt